5,5'-(carbonyldiimino)bis-pentanoic acid C(=O)(NCCCCC(=O)O)NCCCCC(=O)O